2-{[4-(methylamino)phenyl]formamido}butanoate CNC1=CC=C(C=C1)C(=O)NC(C(=O)[O-])CC